diethyl 2-(5-bromopyrazin-2-yl)malonate BrC=1N=CC(=NC1)C(C(=O)OCC)C(=O)OCC